COC1=CC=C(C=C1)/C(=C/CN1CCN(CC1)C(=O)NC1=CC=C(C=C1)C)/C (E)-4-(3-(4-methoxyphenyl)but-2-en-1-yl)-N-(p-tolyl)piperazine-1-carboxamide